12,12-dimethyltridecanoic acid CC(CCCCCCCCCCC(=O)O)(C)C